Cl.COCC[C@@H](C)NN |r| (±)-(4-methoxybutan-2-yl)hydrazine hydrogen chloride